N1=CC=C(C=C1)CC1C[C@H](NC1)C(=O)O Gamma-(4-pyridylmethyl)-proline